C=1NC=CC=C2C1C=CC=C2 2-benzoazepin